3-[(2R)-4-[(2S)-2-tert-butylpyrrolidine-1-carbonyl]-2-ethylpiperazin-1-yl]-6-(2-methoxyphenyl)-N-[(3R)-pyrrolidin-3-yl]pyridine-2-carboxamide C(C)(C)(C)[C@H]1N(CCC1)C(=O)N1C[C@H](N(CC1)C=1C(=NC(=CC1)C1=C(C=CC=C1)OC)C(=O)N[C@H]1CNCC1)CC